5-((S)-8,8-Difluoro-5,6,7,8-tetrahydroquinoxalin-5-yl)-7-((1r,4S)-4-(2-fluoro-6-methylphenyl)cyclohexyl)-3-methylpyrido[2,3-b]pyrazin-6(5H)-one FC1(CC[C@@H](C=2N=CC=NC12)N1C(C(=CC=2C1=NC(=CN2)C)C2CCC(CC2)C2=C(C=CC=C2C)F)=O)F